(3-(4-butoxyphenoxy)propyl)piperidine tin-indium [In].[Sn].C(CCC)OC1=CC=C(OCCCN2CCCCC2)C=C1